FC1=CC(=C(C(=O)C2=C(C3=C(S2)C=C(C=C3)O)OC3=CC=C(C=C3)/C=C/C(=O)O)C(=C1)C)C (E)-3-(4-((2-(4-Fluoro-2,6-dimethylbenzoyl)-6-hydroxybenzo[b]thiophen-3-yl)oxy)phenyl)acrylic acid